C(#N)C1=CC(=C(C(=C1)C(=O)NC)NC(=O)C1=CC=NN1)C N-[4-cyano-2-methyl-6-[(methylamino)carbonyl]phenyl]-1H-pyrazole-5-carboxamide